N-[7-benzyloxy-5-fluoro-6-(1,1,4-trioxo-1,2,5-thiadiazolidin-2-yl)-2-naphthyl]-2-[(3R)-4-[1-(2,6-dioxo-3-piperidyl)-3-methyl-2-oxo-benzimidazol-5-yl]-3-methyl-piperazin-1-yl]acetamide C(C1=CC=CC=C1)OC1=C(C(=C2C=CC(=CC2=C1)NC(CN1C[C@H](N(CC1)C1=CC2=C(N(C(N2C)=O)C2C(NC(CC2)=O)=O)C=C1)C)=O)F)N1S(NC(C1)=O)(=O)=O